FC(C1=CC=C(OC2=NC=3CCCC(C3C=C2)NC(C=C)=O)C=C1)(F)F N-[2-{4-(trifluoromethyl)phenoxy}-5,6,7,8-tetrahydroquinolin-5-yl]acrylamide